6-(4-methoxybenzyl)-7-oxo-6,7-dihydro-5H-pyrrolo[3,4-b]pyridine-2-carbonitrile COC1=CC=C(CN2C(C3=NC(=CC=C3C2)C#N)=O)C=C1